2-bromo-1,3-difluoro-5-methylbenzene BrC1=C(C=C(C=C1F)C)F